C(C)(C)(C)OOC(=O)C=1C=C(C(=O)C2=CC=C(C=C2)C(=O)OOC(C)(C)C)C=CC1C(=O)OOC(C)(C)C 3,4,4'-tri(t-butyl-peroxycarbonyl)benzophenone